The molecule is a 3-oxo Delta(4)-steroid that is 3-oxochola-4,6-dien-24-oic acid carrying an additional hydroxy group at the 12alpha-position. It is a 3-oxo-Delta(4) steroid and a 12alpha-hydroxy steroid. It derives from a chola-4,6-dien-24-oic acid. It is a conjugate acid of a 12alpha-hydroxy-3-oxochola-4,6-dien-24-oate. C[C@H](CCC(=O)O)[C@H]1CC[C@@H]2[C@@]1([C@H](C[C@H]3[C@H]2C=CC4=CC(=O)CC[C@]34C)O)C